2-(piperidin-4-yl)ethan-1-one N1CCC(CC1)CC=O